(4-methylpiperazine-1-yl)methyltrimethoxysilane CN1CCN(CC1)C[Si](OC)(OC)OC